C(C)(CCCCCC)O s-octanol